Cl[Si](C1=CC=C(C=C1)C(F)(F)F)(C1=CC(=CC=C1)C(F)(F)F)Cl dichloro(3-(trifluoromethyl)phenyl)(4-(trifluoromethyl)phenyl)silane